[N+](=O)([O-])N[C@@H](CC1=CNC2=CC=CC=C12)C(=O)O Nitrotryptophan